COC(=O)C=1N(N=C(C1)Br)CC#N.C[C@@H]1CN(C[C@@H](O1)CN1CCN(CC1)C)C1=C2C=CC=NC2=CC=C1 (2R,6S)-2-methyl-6-((4-methylpiperazin-1-yl)methyl)-4-(quinolin-5-yl)morpholine methyl-5-bromo-2-(cyanomethyl)pyrazole-3-carboxylate